NC1=NC=CC=C1N1CCC(CC1)(CC)NC(OC(C)(C)C)=O tert-butyl (1-(2-aminopyridin-3-yl)-4-ethylpiperidin-4-yl)carbamate